N-(methyl-d3)-4-((6-methyl-5,6-dihydropyrazino[2,3-c]quinolin-7-yl)amino)pyridazine-3-carboxamide C(NC(=O)C=1N=NC=CC1NC1=CC=CC=2C3=C(CN(C12)C)N=CC=N3)([2H])([2H])[2H]